N1[C@H](CCC1)C=1C=C(C=C2CCOCC12)C=1C=C2C(=NC1)NC=C2CC#N (R)-2-(5-(8-(pyrrolidin-2-yl)isochroman-6-yl)-1H-pyrrolo[2,3-b]pyridin-3-yl)acetonitrile